aluminum aspartate hydroxide [OH-].N[C@@H](CC(=O)[O-])C(=O)[O-].[Al+3]